C(C)(C)(C)OC(=O)N1CCN(CC1)C(C1=C(C=C(C=C1)C1=CN(C(C=C1)=O)C)OC)=O 4-[2-Methoxy-4-(1-methyl-6-oxo-1,6-dihydro-pyridin-3-yl)-benzoyl]-piperazine-1-carboxylic acid tert-butyl ester